5-(2-(Cyclobutylamino)pyridin-4-yl)-7-(3,3-dimethylbut-1-yn-1-yl)-1H-indazol-3-amine C1(CCC1)NC1=NC=CC(=C1)C=1C=C2C(=NNC2=C(C1)C#CC(C)(C)C)N